Tridecanoat C(CCCCCCCCCCCC)(=O)[O-]